2-ethyl-9,10-dipropyl-anthracene tert-butyl-(6S,7S)-6-((2-fluoro-[1,1'-biphenyl]-3-yl)methyl)-7-(methylsulfonamido)-5-azaspiro[2.4]heptane-5-carboxylate C(C)(C)(C)OC(=O)N1CC2(CC2)[C@@H]([C@@H]1CC=1C(=C(C=CC1)C1=CC=CC=C1)F)NS(=O)(=O)C.C(C)C1=CC2=C(C3=CC=CC=C3C(=C2C=C1)CCC)CCC